N[C@@H]1CC(CC12CCN(CC2)C=2C(NC(=CN2)SC2=C(C(=NC=C2)Cl)Cl)=O)(F)F (R)-3-(1-amino-3,3-difluoro-8-azaspiro[4.5]decan-8-yl)-6-((2,3-dichloropyridin-4-yl)thio)pyrazin-2(1H)-one